CCO[C@H]1[C@@H]([C@H]([C@H]([C@H](O1)CO)O[C@@H]2[C@@H]([C@H]([C@H]([C@H](O2)CO)O)O)O)O)O The molecule is a glycoside that consists of ethyl beta-D-galactoside having an alpha-D-galactosyl residue at the 4-position. It is a glycoside and a disaccharide derivative.